1,2-dimethyl-benzindole iodide [I-].CN1C(=CC2=CC=C3C(=C12)C=CC=C3)C